6-chloro-3,4-dihydro-2H-benzo[e][1,2,4]thiadiazine-1,1-dioxide ClC=1C=CC2=C(NCNS2(=O)=O)C1